[Ni-3](=O)(=O)=O nickelic trioxide